(2,2-difluoroethyl)-6-fluoro-N-(2-((1-methylcyclopropyl)ethynyl)pyridin-4-yl)-[1,2,4]triazolo[4,3-a]quinazolin-5-amine FC(CC1=NN=C2N1C1=CC=CC(=C1C(=N2)NC2=CC(=NC=C2)C#CC2(CC2)C)F)F